5-bromo-6-cyclopropyl-2-propyl-pyrimidin-4-ol BrC=1C(=NC(=NC1C1CC1)CCC)O